C(OC)(OCC\C=C/CC)=O methyl [(Z)-hex-3-enyl] carbonate